COC1=NC2=C(C=CN=C2C=C1OCCOC)OC1=NC=C(C=C1)[N+](=O)[O-] 2-Methoxy-3-(2-methoxyethoxy)-8-((5-nitropyridin-2-yl)oxy)-1,5-naphthyridine